1-(5-ethynyl-2-{[4-(4-methylpiperazin-1-yl)phenyl]amino}pyrido[2,3-d]pyrimidin-7-yl)-3-(1H-imidazol-2-yl)urea C(#C)C1=CC(=NC=2N=C(N=CC21)NC2=CC=C(C=C2)N2CCN(CC2)C)NC(=O)NC=2NC=CN2